5-((((((3R,10S,13R)-17-((R)-4-Carboxybutan-2-yl)-10,13-dimethylhexadecahydro-1H-cyclopenta[a]phenanthren-3-yl)oxy)carbonyl)oxy)methoxy)-5-oxo-2-(phosphonomethyl)pentanoic acid C(=O)(O)CC[C@@H](C)C1CCC2C3CCC4C[C@@H](CC[C@@]4(C3CC[C@]12C)C)OC(=O)OCOC(CCC(C(=O)O)CP(=O)(O)O)=O